methyl (R)-4-(5-fluoro-4-((R)-1-fluoroethyl)pyridin-3-yl)-2-(fluoromethyl)-5-oxo-1,4,5,7-tetrahydrofuro[3,4-b]pyridine-3-carboxylate FC=1C(=C(C=NC1)[C@@H]1C2=C(NC(=C1C(=O)OC)CF)COC2=O)[C@@H](C)F